(R or S)-5-(2-(3-(2-(5-fluorothiophen-2-yl)ethyl)-3-((1,1,2,2-tetrafluoroethoxy)methyl)pyrrolidin-1-yl)propan-2-yl)-2-methylpyridine FC1=CC=C(S1)CC[C@@]1(CN(CC1)C(C)(C)C=1C=CC(=NC1)C)COC(C(F)F)(F)F |o1:8|